N,N-DIMETHYLCAPRAMIDE CN(C(=O)CCCCCCCCC)C